O=C(CCC(=O)O)C1=CC=C(C=C1)C1=CC=CC=C1 γ-oxo-(1,1'-biphenyl)-4-butanoic acid